4-chloro-2-(3-((1s,3S)-3-fluoro-1-(4-methyl-4H-1,2,4-triazol-3-yl)cyclobutyl)phenyl)-6-((R)-1-((1-methylcyclobutyl)amino)ethyl)isoindolin-1-one ClC1=C2CN(C(C2=CC(=C1)[C@@H](C)NC1(CCC1)C)=O)C1=CC(=CC=C1)C1(CC(C1)F)C1=NN=CN1C